N12CCC(CC1)(CC2)C2=NOC(=N2)C=2C(=CC(=NC2)Cl)N[C@H](CO)C2=CC=C(C=C2)F (2S)-2-{[5-(3-{1-azabicyclo[2.2.2]octan-4-yl}-1,2,4-oxadiazol-5-yl)-2-chloropyridin-4-yl]amino}-2-(4-fluorophenyl)ethanol